FC(C1=CN=CC(=N1)C1=CN=C(S1)C(=O)N)(F)F 5-[6-(trifluoromethyl)pyrazin-2-yl]-1,3-thiazole-2-carboxamide